3-Pyridinylmethylammonium N1=CC(=CC=C1)C[NH3+]